N1CCC(CC1)OC(C(F)(F)F)=O piperidin-4-yl-Trifluoroacetic acid